FC(C=1C=C(C=CC1F)C=1C=C2C(=NC1)C=NN2CC(=O)N2CC(C2)C2=NC=NC=C2)F 2-[6-[3-(Difluoromethyl)-4-fluoro-phenyl]pyrazolo[4,3-b]pyridin-1-yl]-1-(3-pyrimidin-4-ylazetidin-1-yl)ethanone